C(C)C1=C(C(=O)NC2CCNCC2)C=CC=C1 2-ethyl-N-(4-piperidyl)benzamide